C(CCC)[Sn](C1=CC=C2C(=N1)N=CO2)(CCCC)CCCC 5-(Tributylstannyl)oxazolo[4,5-b]pyridine